C(C(O)C)(=O)O.NC=1C=C2N=C3C=CC(=CC3=C(C2=CC1)N)OCC 6,9-diamino-2-ethoxyacridine lactate